C(CCC)OP(=O)(OCCCC)OCCCC.CP(C)(C)=O trimethyl-phosphine oxide tributyl-phosphate